tert-butyl (1-((3-((2,3-dihydro-1H-inden-2-yl)carbamoyl)pyrazin-2-yl)carbamoyl)cyclohexyl)carbamate C1C(CC2=CC=CC=C12)NC(=O)C=1C(=NC=CN1)NC(=O)C1(CCCCC1)NC(OC(C)(C)C)=O